ClC1=C(C(=NC2=C(C=C(C=C12)F)C(C)=O)C1COCCC1)C 1-(4-chloro-6-fluoro-3-methyl-2-tetrahydropyran-3-yl-8-quinolyl)ethanone